CN1CCN(CC1)CC=1C=C(C=CC1)NC=1N=CC2=C(N1)CNCC2 N-{3-[(4-methylpiperazin-1-yl)methyl]phenyl}-5H,6H,7H,8H-pyrido[3,4-d]pyrimidin-2-amine